tert-butyl (S)-2-(((tert-butyldiphenylsilyl)oxy)methyl)-4-(pyridin-2-yl)-2,5-dihydro-1H-pyrrole-1-carboxylate [Si](C1=CC=CC=C1)(C1=CC=CC=C1)(C(C)(C)C)OC[C@H]1N(CC(=C1)C1=NC=CC=C1)C(=O)OC(C)(C)C